Tricosan-12-yl (tert-butoxycarbonyl)-L-alaninate C(C)(C)(C)OC(=O)N[C@@H](C)C(=O)OC(CCCCCCCCCCC)CCCCCCCCCCC